(4-chloro-2-(methylthio)pyrimidin-5-yl)methanol ClC1=NC(=NC=C1CO)SC